ClC=1C=C(C=CC1F)NC(N(CC1=CN=C(C2=CC=CC=C12)OCCO)CC)=O (S)-3-(3-chloro-4-fluorophenyl)-1-ethyl-1-((1-(2-hydroxyethoxy)isoquinolin-4-yl)methyl)urea